OCC1(CC1)CN1CCCCC1 1-((1-(hydroxymethyl)cyclopropyl)methyl)piperidin